(2S)-2-cyclopropyl-2-[9H-fluoren-9-ylmethoxycarbonyl(methyl)amino]acetic acid C1(CC1)[C@@H](C(=O)O)N(C)C(=O)OCC1C2=CC=CC=C2C=2C=CC=CC12